Potassium (2,4-dimethyl-1,3-dioxolane) CC1OCC(O1)C.[K]